1,7-di(diethoxyphosphoryl)-1,4,7,10-tetraazacyclododecane C(C)OP(=O)(OCC)N1CCNCCN(CCNCC1)P(=O)(OCC)OCC